BrC1=C(C=C(C=C1)[C@H]1[C@@H](C1)C(=O)O)F trans-(1R,2R)-2-(4-bromo-3-fluorophenyl)cyclopropane-1-carboxylic acid